C1(CC1)OC1=C(C(=NC=C1)OC([2H])([2H])[2H])C1=CNC2=NC(=CC=C21)NC(=O)[C@H]2[C@@H](C2)CN(C)C (1R,2R)-N-(3-(4-cyclopropoxy-2-(methoxy-d3)pyridin-3-yl)-1H-pyrrolo[2,3-b]pyridin-6-yl)-2-((dimethylamino)methyl)cyclopropane-1-carboxamide